tri(N-ethylmethylamino)vinylsilane C(C)N(C)C(=C(N(CC)C)N(CC)C)[SiH3]